N1C=CC2=CC=C(C=C12)S(=O)(=O)N1C2CCN(CC2C1)C1=CC=C(C=C1)O 4-[7-(1H-indol-6-ylsulfonyl)-3,7-diazabicyclo[4.2.0]octan-3-yl]phenol